O1C(=CC=C1)P(C=1OC=CC1)C=1OC=CC1 tri-2-furyl-phosphine